(7S)-7-Methyl-2-[2-(1H-pyrazol-1-yl)ethyl]-3-({[(1r,4r)-4-(hydroxymethyl)cyclohexyl]carbamoyl}methyl)-3H,6H,7H,8H,9H-imidazo[4,5-f]chinolin C[C@@H]1NC2=CC=C3C(=C2CC1)N=C(N3CC(NC3CCC(CC3)CO)=O)CCN3N=CC=C3